FC=1C=C(OC2=CC(=C(C=C2F)S(=O)(=O)NC2=NC=NS2)F)C=C(C1)F 4-(3,5-difluorophenoxy)-2,5-difluoro-N-(1,2,4-thiadiazol-5-yl)benzene-1-sulfonamide